C(C1=CC=CC=C1)SC=1C(=NC=CC1)C 3-(benzylthio)-2-methylpyridine